FC1=CC=CC=2C=3N(C=NC12)N=C(N3)C3=CC=C(C=C3)OC 7-fluoro-2-(4-methoxyphenyl)[1,2,4]triazolo[1,5-c]quinazolin